N-p-tolyl-methacrylamide C1(=CC=C(C=C1)NC(C(=C)C)=O)C